benzyl 2,2-dimethyl-5-oxo-piperazine-1-carboxylate CC1(N(CC(NC1)=O)C(=O)OCC1=CC=CC=C1)C